C(C)(C)(C)OC(=O)N1[C@@H](C[C@@H](C1)NC1=NC=CN=C1)C(=O)O (2S,4S)-4-(Pyrazin-2-ylamino)-pyrrolidine-1,2-dicarboxylic acid 1-tert-butyl ester